C(N)(OCCN1CCCC1)=O (2-(pyrrolidin-1-yl) ethyl) carbamate